4-((S)-4-(tert-butoxycarbonyl)-3-(cyanomethyl)piperazin-1-yl)-5,8-dihydropyrido[3,4-d]Pyrimidine C(C)(C)(C)OC(=O)N1[C@H](CN(CC1)C=1C2=C(N=CN1)CN=CC2)CC#N